N[C@@H]1C[C@H](CC1)NC1=NC=C(C(=N1)C1=CNC2=C(C(=CC=C12)C(=O)OC)Cl)C(F)(F)F methyl 3-(2-(((1s,3s)-3-aminocyclopentyl) amino)-5-(trifluoromethyl) pyrimidin-4-yl)-7-chloro-1H-indole-6-carboxylate